NP=O aminophosphorus oxide